C(C1=CC=CC=C1)OC(=O)N[C@@H](C)C(=O)O ((benzyloxy)carbonyl)-L-alanine